ethyl (2-cyano-2-(2-(3,5-dichloro-4-((6-oxo-1-(1,1,1-trifluoropropan-2-yl)-1,6-dihydropyridin-3-yl)oxy)phenyl)hydrazineylidene)acetyl)carbamate C(#N)C(C(=O)NC(OCC)=O)=NNC1=CC(=C(C(=C1)Cl)OC1=CN(C(C=C1)=O)C(C(F)(F)F)C)Cl